bis(2,6-di-t-butyl-4-tolyl)pentaerythritol diphosphite OP(O)OP(O)O.C(C)(C)(C)C1=C(C(=CC(=C1)C(O)(C(CO)(CO)CO)C1=CC(=C(C(=C1)C(C)(C)C)C)C(C)(C)C)C(C)(C)C)C